ClC1=CC(=CC2=C1CNC1=C(O2)C=C(C=C1)C)C(F)F 1-chloro-3-(difluoromethyl)-7-methyl-10,11-dihydrodibenzo[b,f][1,4]oxazepine